2-[[5-(4-Chloro-2-fluorophenyl)-3-methyltriazol-4-yl]methyl]-5-(5-oxa-2-azaspiro[3.5]nonan-2-yl)pyridazin-3-on ClC1=CC(=C(C=C1)C1=C(N(N=N1)C)CN1N=CC(=CC1=O)N1CC2(C1)OCCCC2)F